N(=[N+]=[N-])[C@H]1[C@@H]([C@@H](NC2=CC=C(C=C12)C1=CC=C(C=C1)NC(CCCC=C)=O)CC)C N-(4-((2S,3R,4S)-4-azido-2-ethyl-3-methyl-1,2,3,4-tetrahydroquinolin-6-yl)phenyl)hex-5-enamide